(R)-4-(6-bromo-4-chloropyridin-2-yl)-3-methylmorpholine BrC1=CC(=CC(=N1)N1[C@@H](COCC1)C)Cl